4-formyl-6-(methylthio)-2-phenylpyrimidine-5-carboxylic acid ethyl ester C(C)OC(=O)C=1C(=NC(=NC1SC)C1=CC=CC=C1)C=O